(S)-6-(1-methyl-1H-pyrazol-4-yl)-4-((1-(vinylsulfonyl)piperidin-3-yl)methoxy)pyrazolo[1,5-a]pyrazine CN1N=CC(=C1)C=1N=C(C=2N(C1)N=CC2)OC[C@@H]2CN(CCC2)S(=O)(=O)C=C